C(#N)N1[C@H]2[C@@H](C[C@@H]1CC2)NC(C2=CC=C(C=C2)OCCC(C)C)=O N-((1R,2R,4S)-7-cyano-7-azabicyclo[2.2.1]heptan-2-yl)-4-(3-methylbutoxy)benzamide